N-(3-fluoro-4-(piperidin-1-yl)phenyl)-5-methyl-2-(3-methylpyrrolidin-1-yl)oxazole-4-carboxamide FC=1C=C(C=CC1N1CCCCC1)NC(=O)C=1N=C(OC1C)N1CC(CC1)C